FC1=CC=CC=2COCCCOC=3C(=CC=C(C4=NNC5=CN=C(C12)C=C45)C3)N3CCC(CC3)N3CCN(CC3)C 17-fluoro-5-[4-(4-methylpiperazin-1-yl)piperidin-1-yl]-7,11-dioxa-20,23,24-triazapentacyclo[17.5.2.12,6.013,18.022,25]heptacosa-1(24),2,4,6(27),13(18),14,16,19,21,25-decaene